[2-Methoxymethyl-anilino]methanesulfonic acid COCC1=C(NCS(=O)(=O)O)C=CC=C1